5-cyclobutyl-5-p-tolylimidazolidine-2,4-dione C1(CCC1)C1(C(NC(N1)=O)=O)C1=CC=C(C=C1)C